(4-methylphenyl)aniline CC1=CC=C(C=C1)NC1=CC=CC=C1